racemic-2,2-dimethyl-3-((1-methyl-4-nitro-1H-pyrazol-3-yl)oxy)azetidine-1-carboxylic acid tert-butyl ester C(C)(C)(C)OC(=O)N1C([C@@H](C1)OC1=NN(C=C1[N+](=O)[O-])C)(C)C |r|